1-Bromo-5-(difluoromethyl)-4-fluoro-2-methoxybenzene BrC1=C(C=C(C(=C1)C(F)F)F)OC